(S)-n-octyl β-aminoisobutyrate NC[C@@H](C(=O)OCCCCCCCC)C